C(#N)C=1C=C(C=CC1)N1N=C(N=C1)C(=O)N(C)C[C@@H]1CN(CC1)C#N (S)-1-(3-Cyanophenyl)-N-((1-cyanopyrrolidin-3-yl)methyl)-N-methyl-1H-1,2,4-triazol-3-carboxamid